7-(2,5-diazabicyclo[2.2.2]octan-2-yl)-2-(2,6-dioxopiperidin-3-yl)-4,5-difluoroisoindol C12N(CC(NC1)CC2)C2=CC(=C(C1=CN(C=C21)C2C(NC(CC2)=O)=O)F)F